trisodium ethylene succinate C1(CCC(=O)OCCO1)=O.[Na].[Na].[Na]